1-[2-[[4-[5-(1,2,4-triazol-4-yl)-3-pyridinyl]triazol-1-yl]methyl]imidazo[1,2-a]pyridin-6-yl]methylamine N=1N=CN(C1)C=1C=C(C=NC1)C=1N=NN(C1)CC=1N=C2N(C=C(C=C2)CN)C1